perfluoro-2,5-dimethyl-3,6-dioxanonanoic acid sodium salt [Na+].FC(C(=O)[O-])(OC(C(OC(C(C(F)(F)F)(F)F)(F)F)(C(F)(F)F)F)(F)F)C(F)(F)F